amino-2'-deoxycytidine-triphosphate P(O)(=O)(OP(=O)(O)OP(=O)(O)O)OC[C@@H]1[C@H](C[C@@](O1)(N1C(=O)N=C(N)C=C1)N)O